C(C)(C)(C)NC(=O)[C@]1(N(C2=CC=CC=C2C1=C)C(CC1=CC=C(C=C1)C#N)=O)C1=NC=CC=C1 |r| (±)-N-tert-butyl-1-(2-(4-cyanophenyl)acetyl)-3-methylene-2-(pyridin-2-yl)indoline-2-carboxamide